C(C)(=O)N[C@@H](C(CC)CC)[C@@H]1[C@@H]([C@H](C[C@H]1NC(=O)OC(C)(C)C)C(=O)OC)O (1S,2S,3R,4R)-methyl 3-((S)-1-acetamido-2-ethylbutyl)-4-(tert-butoxycarbonylamino)-2-hydroxycyclopentanecarboxylate